C(C1=CC=CC=C1)OC(=O)N1CCC(=CC1)C#CC=1CCN(CC1)C1=C(C=C(C=C1)NC1C(NC(CC1)=O)=O)F 4-[2-[1-[4-[(2,6-dioxo-3-piperidyl)amino]-2-fluoro-phenyl]-3,6-dihydro-2H-pyridin-4-yl]ethynyl]-3,6-dihydro-2H-pyridine-1-carboxylic acid benzyl ester